(2-methoxy-4-nitrophenyl)-3-(4-nitrophenyl)-5-(2,4-disulfophenyl)-2H-tetrazolium monosodium salt [Na+].COC1=C(C=CC(=C1)[N+](=O)[O-])[NH+]1NN(N=C1C1=C(C=C(C=C1)S(=O)(=O)O)S(=O)(=O)O)C1=CC=C(C=C1)[N+](=O)[O-]